C(C)(C)(C)OC(=O)N1CC2=CC=C(C=C2C1)C1=NOC=C1 5-(isoxazol-3-yl)isoindoline-2-carboxylic acid tert-butyl ester